1-(6-cyclopropyl-2-(hydroxymethyl)imidazo[1,2-a]pyridin-8-yl)-3-tritylimidazolidine-2,4-dione C1(CC1)C=1C=C(C=2N(C1)C=C(N2)CO)N2C(N(C(C2)=O)C(C2=CC=CC=C2)(C2=CC=CC=C2)C2=CC=CC=C2)=O